COC1=C2CN(CC2=CC=C1)C(=O)C1=CC2=C(N=C(O2)C2C(NC(CC2)=O)=O)C=C1 3-(6-(4-methoxyisoindoline-2-carbonyl)benzo[d]oxazol-2-yl)piperidine-2,6-dione